FC(C)(F)C=1C=C2C(=NC1)N(C(=N2)C2=NC=C(C=C2SCC)C2=NOC(=N2)C2(CC2)F)C 2-[6-(1,1-difluoroethyl)-3-methyl-3H-imidazo[4,5-b]pyridin-2-yl]-3-(ethylsulfanyl)-5-[5-(1-fluorocyclopropyl)-1,2,4-oxadiazol-3-yl]pyridine